N-(4-((2-(1,1-difluoroethyl)-6-(2,8-dimethylimidazo[1,2-a]pyridin-6-yl)pyrimidin-4-yl)amino)-5-methoxypyridin-2-yl)acetamide FC(C)(F)C1=NC(=CC(=N1)NC1=CC(=NC=C1OC)NC(C)=O)C=1C=C(C=2N(C1)C=C(N2)C)C